Methyl 4-hydroxytetrahydro-2H-pyran-4-carboxylate OC1(CCOCC1)C(=O)OC